methyl-perfluoropentanesulfonamidoacetic acid CN(S(=O)(=O)C(C(C(C(C(F)(F)F)(F)F)(F)F)(F)F)(F)F)C(C(=O)O)(F)F